9-(4-bromobutyl)-3,6-dimethyl-9H-carbazole BrCCCCN1C2=CC=C(C=C2C=2C=C(C=CC12)C)C